(S)-2'-(1H-1,3-benzodiazol-2-yl)-6'-chloro-4-{[1-(2-methoxyphenyl)butyl]carbamoyl}-[1,1'-biphenyl]-2-carboxylic acid N1C(=NC2=C1C=CC=C2)C2=C(C(=CC=C2)Cl)C=2C(=CC(=CC2)C(N[C@@H](CCC)C2=C(C=CC=C2)OC)=O)C(=O)O